3-[[6,7-dichloro-3-(1H-pyrazol-4-yl)-1H-indol-4-yl]amino]propane-1,2-diol ClC1=CC(=C2C(=CNC2=C1Cl)C=1C=NNC1)NCC(CO)O